8-(((cyclopentylmethyl)amino)methyl)-3,9-dihydroxybenzo[5,6]oxazepin C1(CCCC1)CNCC1=C(C2=C(C=CC(=NO2)O)C=C1)O